ClC1=C(C=O)C=CC=C1 Ortho-chlorobenzaldehyde